2-fluorophenyl-8-hydroxybenzo[1,2-b:4,5-b']dithiophene-4-one FC1=C(C=CC=C1)C1C=C2C(S1)=C(C1=C(SC=C1)C2=O)O